C(N)(=O)C1=CC(=NC2=C1N=CN=C2N[C@@H]2CN(CCC2(F)F)C(=O)OC(C)(C)C)C2=CC=C(C=C2)CN2[C@@H](COC[C@@H]2C)C tert-butyl (3R)-3-[[8-carbamoyl-6-(4-[[(3R,5s)-3,5-dimethylmorpholin-4-yl] methyl] phenyl) pyrido[3,2-d]pyrimidin-4-yl] amino]-4,4-difluoropiperidine-1-carboxylate